(R)-4-(2-((1-((dimethylamino)methyl)cyclopropyl)methoxy)-8-fluoro-4-(1-oxa-6-azaspiro[3.5]nonan-6-yl)pyrido[4,3-d]pyrimidin-7-yl)-5-ethyl-6-fluoronaphthalen-2-ol CN(C)CC1(CC1)COC=1N=C(C2=C(N1)C(=C(N=C2)C2=CC(=CC1=CC=C(C(=C21)CC)F)O)F)N2C[C@]1(CCO1)CCC2